C1(CCC1)C=1C2=C(N=C(N1)OC)CN(C2)C(CC2CN(C2)C2=CC(=NC=C2)C(F)(F)F)=O 1-(4-Cyclobutyl-2-methoxy-5,7-dihydro-6H-pyrrolo[3,4-d]pyrimidin-6-yl)-2-(1-(2-(trifluoromethyl)pyridin-4-yl)azetidin-3-yl)ethan-1-one